2,2-difluoro-N-((S)-2-((4-((S)-2-methoxy-1-((S)-2-oxo-4-(trifluoromethyl)imidazolidin-1-yl)ethyl)pyridin-2-yl)amino)-1-((1r,4S)-4-methylcyclohexyl)-2-oxoethyl)-3-methylbutanamide FC(C(=O)N[C@H](C(=O)NC1=NC=CC(=C1)[C@@H](COC)N1C(N[C@@H](C1)C(F)(F)F)=O)C1CCC(CC1)C)(C(C)C)F